C(C)(C)(C)C1=CC(=NN1C)NC(=O)C1=CSC=2CN(CCC21)C(=O)C=2C=NN1C2C=NC=C1 N-(5-(tert-butyl)-1-methyl-1H-pyrazol-3-yl)-6-(pyrazolo[1,5-a]pyrazine-3-carbonyl)-4,5,6,7-tetrahydrothieno[2,3-c]pyridine-3-carboxamide